COC(=O)C1=CC=NC2=CC=C(C=C12)N1C[C@@](CC1)(C)O.S1C(=NC2=C1C=CC=C2)NC2=NC=C(C(=N2)NC2=C(C=CC=C2)P(C)C)Cl (2-((2-(Benzo[d]thiazol-2-ylamino)-5-chloropyrimidin-4-yl)amino)phenyl)dimethylphosphine Methyl-(S)-6-(3-hydroxy-3-methylpyrrolidin-1-yl)quinoline-4-carboxylate